ClC1=NC2=CC(=C(C=C2C=C1C(C)NS(=O)C(C)(C)C)Cl)F N-(1-(2,6-dichloro-7-fluoroquinolin-3-yl)ethyl)-2-methylpropan-2-sulfinamide